(S)-4-(1-acetyl-4-acryloylpiperazin-2-yl)-6-chloro-N-cyclopropyl-[2,4'-bipyridine]-2'-carboxamide C(C)(=O)N1[C@H](CN(CC1)C(C=C)=O)C1=CC(=NC(=C1)Cl)C1=CC(=NC=C1)C(=O)NC1CC1